1,4,4-trimethyl-4,5-dihydro-[1,2,4]triazolo[4,3-a]quinoxaline CC1=NN=C2N1C1=CC=CC=C1NC2(C)C